1-(tert-butoxycarbonyl)-4-phenylpiperidine-3-carboxylic acid C(C)(C)(C)OC(=O)N1CC(C(CC1)C1=CC=CC=C1)C(=O)O